C1(=CC=CC=C1)C1(C2=CC=CC=C2C=2C=CC=CC12)C1=CC=C(C=C1)[Si](C1=CC=CC=C1)(C1=CC=CC=C1)C1=CC=CC=C1 9-phenyl-9-[4-(triphenylsilyl)phenyl]-9H-fluorene